CS(=O)(=O)C1=CC=C(OC2=CC=C3C(=N2)SC(=N3)Cl)C=C1 5-(4-(methylsulfonyl)phenoxy)-2-chlorothiazolo[5,4-b]pyridine